N-(5-chloro-[1,1'-biphenyl]-3-yl)-[1,1':3',1'':3'',1''':3''',1''''-quinquephenyl]-2''-amine ClC=1C=C(C=C(C1)C1=CC=CC=C1)NC1=C(C=CC=C1C1=CC(=CC=C1)C1=CC=CC=C1)C=1C=C(C=CC1)C1=CC=CC=C1